ClC1=C(C=C(C=C1)NC(C=C)=O)NC1=NC(=NC=C1Cl)NC=1C=NN(C1)C N-(4-chloro-3-((5-chloro-2-((1-methyl-1H-pyrazol-4-yl)amino)pyrimidin-4-yl)amino)phenyl)acrylamide